4-(4-fluoro-2-methyl-1H-indol-5-yloxy)-5-methylpyrrole FC1=C2C=C(NC2=CC=C1OC=1C=CNC1C)C